COC1=C(C=CC(=C1)[C@@H]2[C@H]3COC(=O)[C@H]3CO2)O The molecule is a lignan that is tetrahydro-1H,3H-furo[3,4-c]furan-1-one carrying a 4-hydroxy-3-methoxyphenyl substituent at position 4. It has a role as a plant metabolite. It is a lignan, a gamma-lactone, a furofuran and a member of guaiacols.